[N+](=O)([O-])C=1C=C(C=CC1OCC1CN(CCO1)C1COC1)S(=O)(=O)NC(C1=CC=CC=C1)=O N-((3-nitro-4-((4-(3-oxetanyl)morpholin-2-yl)methoxy)phenyl)sulfonyl)benzamide